2-methyl-1-benzyl-2-propanol CC(CCC1=CC=CC=C1)(C)O